O1CCC(CC1)NC1=C(C=C(C=C1)C1=NNC(OC1)=O)C(F)(F)F 5-{4-[(Oxan-4-yl)amino]-3-(trifluoromethyl)phenyl}-3,6-dihydro-2H-1,3,4-oxadiazin-2-one